FC1(CCC(CC1)[C@H](NC(=O)C1(C(C1)(F)F)C)C1=NC2=C(N1)C=CC(=C2)[C@@H](C)NC(CCC(F)(F)F)=O)F |o1:26| N-((S)-(4,4-Difluorocyclohexyl)(5-((R*)-1-(4,4,4-trifluorobutanamido)ethyl)-1H-benzo[d]imidazol-2-yl)methyl)-2,2-difluoro-1-methylcyclopropane-1-carboxamide